ClC=1C(N(N=CC1Cl)CC1=NC(=NO1)CCC1=CC=C(C=C1)Cl)=O 4,5-dichloro-2-({3-[2-(4-chlorophenyl)ethyl]-1,2,4-oxadiazol-5-yl}methyl)-2,3-dihydropyridazin-3-one